3-(6-(1-((6-(7-oxa-2-azaspiro[3.5]nonan-2-yl)pyridin-2-yl)methyl)-1H-1,2,3-triazol-4-yl)-2-aminopyrimidin-4-yl)-2-methylbenzonitrile C1N(CC12CCOCC2)C2=CC=CC(=N2)CN2N=NC(=C2)C2=CC(=NC(=N2)N)C=2C(=C(C#N)C=CC2)C